C/C(=C/C)/CCC=C(C)C (2z)-3,7-dimethylocta-2,6-dien